CC1(N(C(N(C1=O)C1=CC(=C(C#N)C=C1)C(F)(F)F)=O)CCNC1=C2C=CC=NC2=C(C=C1)C)C 4-(4,4-dimethyl-2,5-dioxo-3-(2-(8-methylquinolin-5-ylamino)ethyl)imidazolin-1-yl)-2-(trifluoromethyl)benzonitrile